2-(5-benzyl-11-(3-guanidinopropyl)-8-methyl-3,6,9,12,15-pentaoxo-1,4,7,10,13-pentaazacyclopentadec-2-yl)acetic acid C(C1=CC=CC=C1)C1NC(C(NC(CNC(C(NC(C(NC1=O)C)=O)CCCNC(=N)N)=O)=O)CC(=O)O)=O